(1S,2S,5S)-8-(benzyloxy)-2-(methoxymethyl)-5-methyl-7,9-dioxo-N-(2,4,6-trifluorobenzyl)-2,5,7,9-tetrahydro-1,6-methanopyrido[1,2-b][1,2,5]triazonine-10-carboxamide C(C1=CC=CC=C1)OC=1C(C(=CN2N3[C@@H](C=C[C@@H](N(C(C21)=O)C3)C)COC)C(=O)NCC3=C(C=C(C=C3F)F)F)=O